nitrogen nitrosopyrrolidinemethanol N(=O)C1N(CCC1)CO.[N]